ClC1=C2C=C(NC2=CC(=C1)Cl)C(=O)NN1CCC(CC1)(C)C 4,6-dichloro-N-(4,4-dimethylpiperidin-1-yl)-1H-indole-2-carboxamide